4-(1-hydroxy-2-(methylamino) ethyl)-1,2-phenylenebis(2-methylbutanoate) OC(CNC)C1=CC(=C(C=C1)C(C(=O)[O-])(CC)C)C(C(=O)[O-])(CC)C